NC1=C2C(=NC=N1)N(N=C2C2=CC=C(C=C2)NC(=O)NC2=CC(=C(C=C2)Cl)C(F)(F)F)C(C)C 1-(4-(4-amino-1-isopropyl-1H-pyrazolo[3,4-d]pyrimidin-3-yl)phenyl)-3-(4-chloro-3-(trifluoromethyl)phenyl)urea